OCCOCCOCCOCCOCC(=O)OCC 1-Ethyl 2-[2-[2-[2-(2-hydroxyethoxy)ethoxy]ethoxy]ethoxy]acetate